3-acrylamido-3-methylbutanesulfonic acid C(C=C)(=O)NC(CCS(=O)(=O)O)(C)C